Thian-Heptan SCCCCCC